(S)-1-(4-(2-(3,5-dichloro-4-((S)-3-chloro-2-hydroxypropoxy)phenyl)propan-2-yl)phenoxy)-3-(N-(methylsulfonyl)acetamido)propan-2-yl acetate C(C)(=O)O[C@H](COC1=CC=C(C=C1)C(C)(C)C1=CC(=C(C(=C1)Cl)OC[C@@H](CCl)O)Cl)CN(C(C)=O)S(=O)(=O)C